methyl 1-methyl-2-oxo-3,4-dihydroquinazoline-6-carboxylate CN1C(NCC2=CC(=CC=C12)C(=O)OC)=O